O=C1NC(CCC1NC1=CC=C(C=C1)N1CCC(CC1)C(=O)O)=O 1-[4-[(2,6-dioxo-3-piperidyl)amino]phenyl]piperidine-4-carboxylic acid